di(hydroxyethyl)dipropylammonium OCC[N+](CCC)(CCC)CCO